C(C)(CC)OCC(O)(CC)CC 2-sec-butoxy-1,1-diethylethanol